NC=1C=CC(=C(C1)NC=1N=C(N=NC1Cl)NC=1C=NN(C1)C)F N5-(5-amino-2-fluorophenyl)-6-chloro-N3-(1-methyl-1H-pyrazol-4-yl)-1,2,4-triazine-3,5-diamin